OC(CC(CCC1=CC(=C(C=C1)O)OC)=O)CCC 5-Hydroxy-1-(4-Hydroxy-3-methoxyphenyl)octane-3-one